alanyl-D-glutamic acid di-tert-butyl ester C(C)(C)(C)OC([C@H](NC([C@@H](N)C)=O)CCC(=O)OC(C)(C)C)=O